3-[3-(4,4-difluoropiperidine-1-carbonyl)-8-quinolyl]-7-methyl-pyrido[2,3-d]pyridazin-8-one FC1(CCN(CC1)C(=O)C=1C=NC2=C(C=CC=C2C1)C1=CC2=C(C(N(N=C2)C)=O)N=C1)F